2-(((2-(3-((2-(2,6-dioxopiperidin-3-yl)-1-oxoisoindolin-5-yl)methyl)ureido)-4-methylthiophene-3-carbonyl)oxy)methyl)acrylic acid O=C1NC(CCC1N1C(C2=CC=C(C=C2C1)CNC(NC=1SC=C(C1C(=O)OCC(C(=O)O)=C)C)=O)=O)=O